CC(C(CCC1C(C(=CC1)C)(C)C)C)O α,β,2,2,3-pentamethyl-3-cyclopentene-1-butanol